C(C)(C)(C)CN(C(=O)OC[C@]1(COCC1)C1=CC=CC2=CC=CC=C12)OCCCN1CCN(CC1)CCCN1N=C(C(=C1)N)OC (S)-(3-(4-naphthyl)tetrahydrofuran-3-yl)methanol tert-butyl-N-[3-[4-[3-(4-amino-3-methoxy-pyrazol-1-yl)propyl]piperazin-1-yl]propoxy]-N-methyl-carbamate